ClC1=NC=C(C(=N1)N1C[C@@H](CC1)C(=O)NC(C)(C)C1=CN=C2N1C=CC=C2)Cl (3R)-1-(2,5-dichloropyrimidin-4-yl)-N-(2-{imidazo[1,2-a]pyridin-3-yl}propan-2-yl)pyrrolidine-3-carboxamide